N-(6-(difluoromethyl)pyridin-3-yl)-2-(1H-imidazol-1-yl)-6-(tetrahydro-2H-pyran-4-yl)pyrimidine-4-carboxamide FC(C1=CC=C(C=N1)NC(=O)C1=NC(=NC(=C1)C1CCOCC1)N1C=NC=C1)F